5-methyl-7-{3-[(5-methylpyridin-2-yl)carbamoyl]azetidin-1-yl}-4-oxo-1-(1,3-thiazol-2-yl)-1,4-dihydro-1,8-naphthyridine-3-carboxylic acid CC1=C2C(C(=CN(C2=NC(=C1)N1CC(C1)C(NC1=NC=C(C=C1)C)=O)C=1SC=CN1)C(=O)O)=O